(3R,5R)-1-{2-[1-(cyclopropylmethyl)-6-(1-methyl-1H-pyrazol-5-yl)-1H-pyrrolo[2,3-b]pyridin-2-yl]-7-methoxy-1-methyl-1H-1,3-benzodiazole-5-carbonyl}-5-fluoropiperidin-3-amine C1(CC1)CN1C(=CC=2C1=NC(=CC2)C2=CC=NN2C)C2=NC1=C(N2C)C(=CC(=C1)C(=O)N1C[C@@H](C[C@H](C1)F)N)OC